N-(2-chloro-4-fluoro-3-iodophenyl)-3-fluoro-N-((3-fluoropropyl)sulfonyl)propane-1-sulfonamide ClC1=C(C=CC(=C1I)F)N(S(=O)(=O)CCCF)S(=O)(=O)CCCF